BrC1C2C3=C(C=CC(=C3C(C1)C2Br)OC)OC 2,9-dibromo-5,8-dimethoxy-1,2,3,4-tetrahydro-1,4-methanonaphthalene